(R)-1-(3-Fluorophenyl)-2-((2-methyl-1-(tetrahydro-2H-pyran-4-yl)-propan-2-yl)amino)ethan-1-ol FC=1C=C(C=CC1)[C@H](CNC(CC1CCOCC1)(C)C)O